lithium (diethylamine) salt C(C)NCC.[Li]